[N+](=O)([O-])C1=NNC=C1[N+](=O)[O-] 3,4-dinitro-1H-pyrazole